N-(4-(chlorodifluoromethoxy)phenyl)-6-(4-(1-((2-(2,6-dioxopiperidin-3-yl)-1-oxoisoindolin-5-yl)methyl)piperidin-4-yl)piperazin-1-yl)-5-(1H-pyrazol-5-yl)nicotinamide ClC(OC1=CC=C(C=C1)NC(C1=CN=C(C(=C1)C1=CC=NN1)N1CCN(CC1)C1CCN(CC1)CC=1C=C2CN(C(C2=CC1)=O)C1C(NC(CC1)=O)=O)=O)(F)F